(1E,6E)-4,4-bis(acetoxymethyl)-3,5-dioxepin C(C)(=O)OCC1(O/C=C/C=C/O1)COC(C)=O